uranium thorium plutonium [Pu].[Th].[U]